BrC=1C=C(C(=NC1)C(C(=O)OC)(C)S(=O)(=O)C)C(F)(F)F methyl 2-[5-bromo-3-(trifluoromethyl)pyridin-2-yl]-2-methanesulfonylpropanoate